O=C1NC(CCC1N1C(C2=CC=C(C=C2C1=O)NS(=O)(=O)C1=CC2=CC=CC=C2C=C1)=O)=O N-(2-(2,6-dioxopiperidin-3-yl)-1,3-dioxoisoindolin-5-yl)naphthalene-2-sulfonamide